FC1=CC=C(C=C1)C1=C(CC(O1)CSC)S(=O)(=O)C1=CC=C(C=C1)OC 5-(4-fluorophenyl)-4-((4-methoxyphenyl)sulfonyl)-2-((methylthio)methyl)-2,3-dihydrofuran